S-(3-(3-Oxo-3-(2-oxo-5-pentyloxepan-3-yl)propyl)octyl) ethanethioate C(C)(SCCC(CCCCC)CCC(C1C(OCCC(C1)CCCCC)=O)=O)=O